((((R)-1-(6-amino-9H-purin-9-yl) propan-2-yl) oxy) methyl) phosphate P(=O)(OCO[C@@H](CN1C2=NC=NC(=C2N=C1)N)C)([O-])[O-]